gamma-(4-bromo-benzyl)-proline BrC1=CC=C(CC2C[C@H](NC2)C(=O)O)C=C1